(R)-3-(5-(2-Benzyl-4-(methylsulfonyl)piperazin-1-yl)-6-chloro-3-methyl-1H-pyrazolo[4,3-b]pyridin-1-yl)-2,6-difluoro-5-(trifluoromethyl)phenol C(C1=CC=CC=C1)[C@H]1N(CCN(C1)S(=O)(=O)C)C1=C(C=C2C(=N1)C(=NN2C=2C(=C(C(=C(C2)C(F)(F)F)F)O)F)C)Cl